C1(=CC=CC=C1)C=1C=CC(=NC1)N 5-Phenylpyridin-2-amine